NC=1N=CC(=NC1OC=1C=NN(C1)C1CCN(CC1)C)C=1C=C(C=C(C1)C)S(=O)(=O)NCCN1CCCCC1 3-(5-amino-6-((1-(1-methylpiperidin-4-yl)-1H-pyrazol-4-yl)oxy)pyrazin-2-yl)-5-methyl-N-(2-(piperidin-1-yl)ethyl)benzenesulfonamide